PYRIMIDINE-4-BORONIC ACID N1=CN=C(C=C1)B(O)O